3,4,5-triacetoxybenzoic acid ethyl ester C(C)OC(C1=CC(=C(C(=C1)OC(C)=O)OC(C)=O)OC(C)=O)=O